N-(4-methylbenzyl)pyridine-2-amine CC1=CC=C(CNC2=NC=CC=C2)C=C1